OCCS(=O)(=O)C1=C(C=C(C=C1)[N+](=O)[O-])O 2-(2-hydroxyethylsulfonyl)-5-nitro-phenol